2-chloro-4-ethynyl-3,5,6-trifluorobenzyl (1RS)-trans-3-(2,2-dichloro-1-ethenyl)-2,2-dimethylcyclopropanecarboxylate ClC(=C[C@H]1C([C@@H]1C(=O)OCC1=C(C(=C(C(=C1F)F)C#C)F)Cl)(C)C)Cl